1-(2-(6-((4-Fluoropyridin-2-yl)amino)-2-(1-(2-hydroxy-2-methylpropyl)-1H-pyrazol-4-yl)pyrimidin-4-yl)-2,7-diazaspiro[3.5]nonan-7-yl)ethan-1-one FC1=CC(=NC=C1)NC1=CC(=NC(=N1)C=1C=NN(C1)CC(C)(C)O)N1CC2(C1)CCN(CC2)C(C)=O